2-(4-penten-1-yloxy)pyrimidine C(CCC=C)OC1=NC=CC=N1